2-oxo-N-(phenyl(1,2,3,4-tetrahydroquinolin-7-yl)methyl)-6-(trifluoromethyl)-1,2-dihydropyridine-3-carboxamide O=C1NC(=CC=C1C(=O)NC(C1=CC=C2CCCNC2=C1)C1=CC=CC=C1)C(F)(F)F